COC1(CC=C(CC1)B1OC(C(O1)(C)C)(C)C)C 2-(4-methoxy-4-methyl-cyclohexen-1-yl)-4,4,5,5-tetramethyl-1,3,2-dioxaborolane